FC1=C(CNC(CN2N=NN=C2C(CCCCB2OC(C(O2)(C)C)(C)C)NC(C2=CC=CC=C2)(C2=CC=CC=C2)C2=CC=CC=C2)=O)C=C(C(=C1F)F)F N-(2,3,4,5-tetrafluorobenzyl)-2-(5-(5-(4,4,5,5-tetramethyl-1,3,2-dioxaborolan-2-yl)-1-(tritylamino)pentyl)-1H-tetrazol-1-yl)acetamide